NC1=NC(=C2N=CN(C2=N1)[C@H]1C[C@H](C1)COP(=O)(OC1=CC=C(C=C1)Br)N[C@@H](C)C(=O)OC)SC Methyl (((cis-3-(2-amino-6-(methylthio)-9H-purin-9-yl) cyclobutyl) methoxy)(4-bromophenoxy) phosphoryl)-L-alaninate